FC=1C(=NC(=NC1)NC=1C(=NN(C1)C(C#N)(C)C)C)OCC1(CCNCC1)F 2-(4-((5-fluoro-4-((4-fluoropiperidin-4-yl)methoxy)pyrimidin-2-yl)amino)-3-methyl-1H-pyrazol-1-yl)-2-methylpropanenitrile